C(CC)N(C(OCOC(N(CCC)CCC)=S)=S)CCC methylene bis(dipropylthiocarbamate)